C(CCCCCCCCCCC)SC(CC(=O)C1C(C=CCC1(C)C)C)C 3-(Dodecylthio)-1-(2,6,6-trimethyl-3-cyclohexen-1-yl)-1-butanon